3-((1-((6-chloropyridin-3-yl)amino)isoquinolin-6-yl)oxy)-2,2-dimethylpropanenitrile ClC1=CC=C(C=N1)NC1=NC=CC2=CC(=CC=C12)OCC(C#N)(C)C